NC1=NC=2C=CC(=CC2C2=C1COC2)C(=O)N(C(C)C)CC2=NC=C(C=C2)C#N 4-amino-N-((5-cyano-2-pyridinyl)methyl)-N-(2-propanyl)-1,3-dihydrofuro[3,4-c]quinoline-8-carboxamide